C(C)(C)(C)OC(C1=CC(=C(C=C1)Br)C(C)O)=O 4-bromo-3-(1-hydroxyethyl)benzoic acid tert-butyl ester